C(#N)C1=C(C=CC(=C1OC=1C=C2C(N(C=NC2=CC1)C1=CC=C(C=C1)N1CCC(CC1)C=O)=O)F)NS(=O)(=O)N1C[C@@H](CC1)F (3R)-N-[2-cyano-4-fluoro-3-[3-[4-(4-formyl-1-piperidyl)phenyl]-4-oxo-quinazolin-6-yl]oxy-phenyl]-3-fluoro-pyrrolidine-1-sulfonamide